5-ethenyl-3-fluoropyrazolo[1,5-a]pyridine-7-carbonitrile C(=C)C1=CC=2N(C(=C1)C#N)N=CC2F